[Pd](Cl)Cl.C1(=CC=CC=C1)P(C1=CC=CC=C1)C1=CC=CC=C1.C1(=CC=CC=C1)P(C1=CC=CC=C1)C1=CC=CC=C1 Bistriphenylphosphine palladium chloride